FC=1C(=NC(=NC1)NC1=CC(=C(C=C1)N1CCN(CC1)C)C)N1C=C(C2=CC=CC=C12)C(=O)N 1-{5-fluoro-2-[3-methyl-4-(4-methyl-piperazin-1-yl)-phenylamino]-pyrimidin-4-yl}-1H-indole-3-carboxamide